(S)-2-((3,4-dimethylbenzyl)amino)-5,5-dimethylhexanoic acid CC=1C=C(CN[C@H](C(=O)O)CCC(C)(C)C)C=CC1C